C(CCC)C1(N(S(C2=C(N(C1)C1=CC=CC=C1)C=C(C(=C2)CO)SC)(=O)=O)CC2=CC=C(C=C2)OC)CCCC 3,3-dibutyl-8-(hydroxymethyl)-2-(4-methoxybenzyl)-7-(methylthio)-5-phenyl-2,3,4,5-tetrahydro-1,2,5-benzothiadiazepine 1,1-dioxide